ClC=1C(=CC(=NC1)C=O)OC 5-CHLORO-4-METHOXYPYRIDINE-2-CARBOXALDEHYDE